FC=1C=C(C=CC1OC)C(COCC(C)(C)NC(O)=O)=O.C(C)(C)(C)C1C(N(C(CO1)C1=CC(=C(C=C1)OC)F)C(=O)NCCCCC)(C)C tert-butyl-5-(3-fluoro-4-methoxyphenyl)-3,3-dimethyl-N-pentylmorpholine-4-carboxamide N-[2-[2-(3-fluoro-4-methoxyphenyl)-2-oxoethoxy]-1,1-dimethyl-ethyl]carbamate